3,3,5,5'-tetramethyl-benzidine CC1(CC(=CC(=C1N)C)C1=CC=C(N)C(=C1)C)C